IC=1C=C(C=2C=CN(C2C1)CC(C)C)NC1CCN(CC1)C 6-iodo-1-isobutyl-N-(1-methyl-4-piperidyl)indol-4-amine